C(CCC)OC1=CC=C(C=C1)/C=C/C(=O)C1=C(C=CC=C1)O (E)-3-(4-Butoxyphenyl)-1-(2-hydroxyphenyl)prop-2-en-1-one